1-(4-ethynylphenyl)-N-methyl-methylamine C(#C)C1=CC=C(C=C1)CNC